4-[[5-(4-acetylphenyl)-2-thienyl]methyl]-2-[2-(aminomethyl)-3,3-difluoro-allyl]-1,2,4-triazol-3-one C(C)(=O)C1=CC=C(C=C1)C1=CC=C(S1)CN1C(N(N=C1)CC(=C(F)F)CN)=O